5-(2-chlorobenzoyl)amino-3-(1-ethylpiperidin-4-yl)-1H-indole ClC1=C(C(=O)NC=2C=C3C(=CNC3=CC2)C2CCN(CC2)CC)C=CC=C1